4-(5-amino-6-(difluoromethyl)pyridin-2-yl)-1-methyl-1H-1,2,3-triazole-5-carboxylic acid methyl ester COC(=O)C1=C(N=NN1C)C1=NC(=C(C=C1)N)C(F)F